C12(C3C4C5(C3C1C5C24)C(=O)OC)C(=O)OC Dimethyl cubane-1,4-dicarboxylate